NC1=C(C=C(C2=C1CCO2)C(=O)NCC2CCN(CC2)C(C(=O)O)CCCCCCCCC)Cl (4-((4-amino-5-chloro-2,3-dihydrobenzofuran-7-carboxamido)methyl)piperidin-1-yl)undecanoic acid